(3R,5S)-3-(3-bromo-5-chlorophenyl)-5-(difluoromethyl)-4-(4-methoxybenzyl)morpholine BrC=1C=C(C=C(C1)Cl)[C@H]1N([C@@H](COC1)C(F)F)CC1=CC=C(C=C1)OC